C1(CC1)C([C@@H](C(NC1=NC=CC(=C1)CC(NCCC(F)(F)F)=O)=O)NC(=O)C1=CC=NN1C)C1CC1 (S)-N-(1,1-dicyclopropyl-3-oxo-3-((4-(2-oxo-2-((3,3,3-trifluoro-propyl)amino)ethyl)pyridin-2-yl)amino)propan-2-yl)-1-methyl-1H-pyrazole-5-carboxamide